3-amino-4-(7-fluoro-1H-indazol-4-yl)-6-(3-oxa-6-azabicyclo[3.1.1]heptan-6-yl)-1H-1,7-phenanthrolin-2-one NC=1C(NC2=C3C=CC=NC3=C(C=C2C1C1=C2C=NNC2=C(C=C1)F)N1C2COCC1C2)=O